(Z)-2-(5-bromo-1H-indol-3-yl)-3-(4-chloropyridin-3-yl)acrylonitrile BrC=1C=C2C(=CNC2=CC1)/C(/C#N)=C/C=1C=NC=CC1Cl